(2R)-2-((4S)-2-((benzyloxy)methyl)-1,3-dioxolan-4-yl)-2-hydroxyacetic acid C(C1=CC=CC=C1)OCC1OC[C@H](O1)[C@H](C(=O)O)O